2-(2-(tert-butoxy)ethoxy)-8-((2-fluoro-4-(trifluoromethyl)phenyl)amino)-7-methyl-3,4-dihydro-2,7-naphthyridine-1,6(2H,7H)-dione C(C)(C)(C)OCCON1C(C2=C(N(C(C=C2CC1)=O)C)NC1=C(C=C(C=C1)C(F)(F)F)F)=O